NC=1C(=NC(=CC1)Cl)C(=O)N 3-amino-6-chloropyridineamide